(2R,11aS)-8-(benzyloxy)-2-fluoro-7-methoxy-1,2,3,11a-tetrahydro-5H-benzo[e]pyrrolo[1,2-a][1,4]diazepine-5,11(10H)-dione C(C1=CC=CC=C1)OC=1C(=CC2=C(NC([C@H]3N(C2=O)C[C@@H](C3)F)=O)C1)OC